CC1=CC=C(C=C1)S(=O)(=O)ON=C(C(C)=O)C 3-((4-toluenesulfonyloxy)imino)butan-2-one